ClC1=CC(=C(C(=C1)F)C#CC1=NNC2=NC(=C(N=C21)CF)N2CCC1([C@@H]([C@@H](OC1)C)N)CC2)F (3S,4S)-8-(3-((4-chloro-2,6-difluorophenyl)ethynyl)-5-(fluoromethyl)-1H-pyrazolo[3,4-b]pyrazin-6-yl)-3-methyl-2-oxa-8-azaspiro[4.5]decan-4-amine